3-(4-(N-Acetylsulfamoyl)phenyl)oxetan C(C)(=O)NS(=O)(=O)C1=CC=C(C=C1)C1COC1